N-(1-(3-(5-((diethyl(oxo)-λ6-sulfaneylidene)amino)-1H-pyrazol-1-yl)pyrazin-2-yl)ethyl)-3,5-bis(trifluoromethyl)benzamide C(C)S(=O)(CC)=NC1=CC=NN1C=1C(=NC=CN1)C(C)NC(C1=CC(=CC(=C1)C(F)(F)F)C(F)(F)F)=O